1-(benzoyl)-4-(3,4,5-trihydroxybenzoyl)thiosemicarbazide C(C1=CC=CC=C1)(=O)NNC(=S)NC(C1=CC(=C(C(=C1)O)O)O)=O